4-Bromo-7-chloro-2,6-naphthyridin-1-yl-trifluoromethanesulfonic acid BrC1=CN=C(C2=CC(=NC=C12)Cl)OS(=O)(=O)C(F)(F)F